C(C)N(C(=O)C1=NC=C(N=C1)N1[C@@H](C2=C(CC1)NC=N2)C2=NN1C(C(=CC=C1)F)=C2)CC (S)-N,N-diethyl-5-(4-(4-fluoropyrazolo[1,5-a]pyridin-2-yl)-1,4,6,7-tetrahydro-5H-imidazo[4,5-c]pyridin-5-yl)pyrazine-2-carboxamide